2-(1-(1-(2,2-Difluoroethyl)-1H-pyrazolo[3,4-b]pyrazin-6-yl)piperidin-3-yl)-5-phenyl-1,3,4-thiadiazole FC(CN1N=CC=2C1=NC(=CN2)N2CC(CCC2)C=2SC(=NN2)C2=CC=CC=C2)F